(3S,4R)-3-fluoro-4-[(1S)-1-{[(R)-2-methylpropan-2-sulfinyl]amino}ethyl]piperidine-1-carboxylic acid tert-butyl ester C(C)(C)(C)OC(=O)N1C[C@H]([C@H](CC1)[C@H](C)N[S@](=O)C(C)(C)C)F